3-acetoxymethoxycarbonyl-2,2,5,5-tetraethylpyrrolidin C(C)(=O)OCOC(=O)C1C(NC(C1)(CC)CC)(CC)CC